N=1C=CN2C1N=CC(=C2)C=2C=CN1N=C(N=C(C12)OC([2H])([2H])[2H])NC1CCC(CC1)(O)C (1r,4r)-4-((5-(imidazo[1,2-a]pyrimidin-6-yl)-4-(methoxy-d3)pyrrolo[2,1-f][1,2,4]triazin-2-yl)amino)-1-methylcyclohexan-1-ol